NC1(CCCCC1)CNC1=NC(=C2C(=N1)N(N=C2)C)N N6-((1-aminocyclohexyl)methyl)-1-methyl-1H-pyrazolo[3,4-d]Pyrimidine-4,6-diamine